N-[4-(phenylsulfanyl)cyclohexyl]aniline C1(=CC=CC=C1)SC1CCC(CC1)NC1=CC=CC=C1